CON=CC=1C(=C2C(NC(=NN2C1CCC)C1=C(C=CC(=C1)S(=O)(=O)N1CCN(CC1)CCO)OCC)=O)C 2-(2-Ethoxy-5-((4-(2-hydroxyethyl)piperazin-1-yl)sulfonyl)phenyl)-5-methyl-4-oxo-7-propyl-3,4-dihydropyrrolo[2,1-f][1,2,4]triazin-6-carbaldehyd O-methyloxim